1-methyl-4-(1-methylethyl)cyclohexanol CC1(CCC(CC1)C(C)C)O